5-Fluoro-6-iodo-1-((2-(trimethylsilyl)ethoxy)methyl)-1H-benzofuro[3,2-c]pyrazole-7-carbonitrile FC1=C(C(=CC2=C1OC1=C2N(N=C1)COCC[Si](C)(C)C)C#N)I